4-chloro-7-fluoro-3-formylbenzo[b]thiophene-2-carboxylic acid ethyl ester C(C)OC(=O)C1=C(C2=C(S1)C(=CC=C2Cl)F)C=O